methyl-(phenyl)phosphine oxide CP(C1=CC=CC=C1)=O